BrC=1C=C(C=C)C=C(C1O)Br 3,5-dibromo-4-hydroxystyrene